O=C1C(=C(C=NN1)N[C@H](COCCC(=O)O)C)C(F)(F)F (S)-3-(2-((6-oxo-5-(trifluoromethyl)-1,6-dihydropyridazine-4-yl)amino)propoxy)propionic acid